methyl (S)-3-((2S,4R)-4-hydroxy-1-((R)-3,7,7-trimethyl-5,6,7,8-tetrahydro-4H-cyclohepta[d]isoxazole-8-carbonyl)pyrrolidine-2-carboxamido)-3-(4-(4-methylthiazol-5-yl)phenyl)propanoate O[C@@H]1C[C@H](N(C1)C(=O)[C@@H]1C(CCCC=2C(=NOC21)C)(C)C)C(=O)N[C@@H](CC(=O)OC)C2=CC=C(C=C2)C2=C(N=CS2)C